6-isopropyl-5-(8-methyl-[1,2,4]triazolo[1,5-a]pyridin-6-yl)-4H-thieno[3,2-b]pyrrole C(C)(C)C=1C2=C(NC1C=1C=C(C=3N(C1)N=CN3)C)C=CS2